NC1=C(OCCOCCOCCOC2CCN(CC2)C(=O)OC(C)(C)C)C=CC=C1 tert-butyl 4-[2-[2-[2-(2-aminophenoxy)ethoxy]ethoxy]ethoxy]piperidine-1-carboxylate